2-amino-4-(benzyloxy)pteridine NC1=NC2=NC=CN=C2C(=N1)OCC1=CC=CC=C1